6-amino-2,2'-bipyridine NC1=CC=CC(=N1)C1=NC=CC=C1